4-nitrophenyl octyl ether C(CCCCCCC)OC1=CC=C(C=C1)[N+](=O)[O-]